6-(4-Amino-4-methyl-piperidin-1-yl)-5-cyclopropyl-3-(2,3-dichloro-phenyl)-2-methyl-3H-pyrimidin-4-one NC1(CCN(CC1)C1=C(C(N(C(=N1)C)C1=C(C(=CC=C1)Cl)Cl)=O)C1CC1)C